(S)-5-Chloro-6-(2,6-difluoro-4-((7-(dimethylamino)spiro[3.5]non-2-yl)oxy)phenyl)-N-(1,1,1-trifluoropropan-2-yl)-[1,2,4]triazolo[1,5-a]pyrimidin-7-amine ClC1=NC=2N(C(=C1C1=C(C=C(C=C1F)OC1CC3(C1)CCC(CC3)N(C)C)F)N[C@H](C(F)(F)F)C)N=CN2